3-((5-(1-((2S,6R)-2,6-dimethylmorpholinyl)-3-isopropylimidazo[1,5-a]quinoxalin-8-yl)pyridin-2-yl)oxy)-N,N-dimethylpropan-1-amine C[C@H]1CN(C[C@H](O1)C)C1=NC(=C2N1C1=CC(=CC=C1N=C2)C=2C=CC(=NC2)OCCCN(C)C)C(C)C